L-DOPA-2,5,6-D3 [2H]C1=C(C(=C(C(=C1C[C@@H](C(=O)O)N)[2H])O)O)[2H]